FC(C(=O)O)(F)F.CC=1C=C(C=2N(C(C=C(N2)C=2C=NC=CC2)=O)C1)C(C)NC1=C(C(=O)O)C=CC=C1 2-((1-(7-methyl-4-oxo-2-(pyridin-3-yl)-4H-pyrido[1,2-a]pyrimidin-9-yl)ethyl)amino)benzoic acid trifluoroacetate